C(C)OC=1C(=C(/C=C/C2=CC(=C(C=C2)OCOCC[Si](C)(C)C)OCOCC[Si](C)(C)C)C=C(C1)OCOCC[Si](C)(C)C)CC=C(C)C (E)-(((((4-(3-ethoxy-2-(3-methylbut-2-en-1-yl)-5-((2-(trimethylsilyl)ethoxy)methoxy)styryl)-1,2-phenylene)bis(oxy))bis(methylene))bis(oxy))bis(ethane-2,1-diyl))bis(trimethylsilane)